pentanedithiol CCCCC(S)S